4-(4-Chloro-1-methyl-2-(2-methyl-4-nitrophenyl)-1H-pyrrolo[3,2-c]pyridin-3-yl)-N-isobutyl-2-methoxybenzamide ClC1=NC=CC2=C1C(=C(N2C)C2=C(C=C(C=C2)[N+](=O)[O-])C)C2=CC(=C(C(=O)NCC(C)C)C=C2)OC